FC=1C=C(C=C(C1)C=1C=NN(C1)C1=CC=C(C=C1)OC)CN (3-fluoro-5-(1-(4-methoxyphenyl)-1H-Pyrazol-4-yl)phenyl)methanamine